C(C=C)OC[C@@H](C(=O)OC)C methyl (2S)-3-allyloxy-2-methyl-propanoate